2-(3-Cyano-4,5-diphenylthiophen-2-yl)-1,3-dioxo-2,3-dihydro-1H-isoindole-5-carboxylic acid C(#N)C1=C(SC(=C1C1=CC=CC=C1)C1=CC=CC=C1)N1C(C2=CC=C(C=C2C1=O)C(=O)O)=O